N,2,6-trimethyl-4-(4,4,5,5-tetramethyl-1,3,2-dioxaborolan-2-yl)benzamide CNC(C1=C(C=C(C=C1C)B1OC(C(O1)(C)C)(C)C)C)=O